C(#N)C1=CC=C(C=C1)C1=CC(=CC=C1)[C@@H]1N(OCC1)C1=CC(=NC=N1)NC=1C(=CC(=C(C1)NC(C=C)=O)N1CCN(CC1)C)OC (R)-N-(5-((6-(3-(4'-cyano-[1,1'-biphenyl]-3-yl)-isoxazolidin-2-yl)-pyrimidin-4-yl)-amino)-4-methoxy-2-(4-methylpiperazin-1-yl)phenyl)-acrylamide